(1s,3s)-3-(((6-(2-chloro-3-(5-chloro-6-(4-((((1r,3s)-3-hydroxycyclobutyl)amino)methyl)-3-methoxyphenyl)pyrimidin-4-yl)phenyl)-2-methoxypyridin-3-yl)methyl)amino)cyclobutan-1-ol ClC1=C(C=CC=C1C1=NC=NC(=C1Cl)C1=CC(=C(C=C1)CNC1CC(C1)O)OC)C1=CC=C(C(=N1)OC)CNC1CC(C1)O